FC(CN1N=NC2=C1C=C(C=C2)C=2C=CN1N=C(N=C(C12)OC)NCC1(COC1)C)F 5-(1-(2,2-Difluoroethyl)-1H-benzo[d][1,2,3]triazol-6-yl)-4-methoxy-N-((3-methyloxetan-3-yl)methyl)pyrrolo[2,1-f][1,2,4]triazin-2-amine